4-[5-fluoro-1-(4-fluorophenyl)-4-hydroxy-2-[2-hydroxy-1-(hydroxymethyl)-1-methyl-ethyl]Indol-3-yl]Benzoic acid FC=1C(=C2C(=C(N(C2=CC1)C1=CC=C(C=C1)F)C(CO)(C)CO)C1=CC=C(C(=O)O)C=C1)O